((1R,2R)-6,7-difluoro-2-hydroxy-4,4-dimethyl-1,2,3,4-tetrahydronaphthalen-1-yl)-3-(6-(hydroxymethyl)-5-methyl-2-phenylpyridin-3-yl)urea FC=1C=C2C(C[C@H]([C@@H](C2=CC1F)NC(=O)NC=1C(=NC(=C(C1)C)CO)C1=CC=CC=C1)O)(C)C